5-(4-((3-(3-ethylureido)isothiazol-5-yl)methyl)piperazin-1-yl)-6-fluoro-N-methylpicolinamide C(C)NC(NC1=NSC(=C1)CN1CCN(CC1)C=1C=CC(=NC1F)C(=O)NC)=O